carbamoylethyl-ammonium phosphonate P([O-])([O-])=O.C(N)(=O)CC[NH3+].C(N)(=O)CC[NH3+]